(R)-4-(7-(1,3-Dimethyl-1H-pyrazol-4-yl)-2-(1H-pyrrolo[2,3-b]pyridin-4-yl)thieno[3,2-d]pyrimidin-4-yl)-3-methylmorpholine CN1N=C(C(=C1)C1=CSC2=C1N=C(N=C2N2[C@@H](COCC2)C)C2=C1C(=NC=C2)NC=C1)C